ClC=1C=C(C=C(C1)F)C=1N=C2N(CC1)C=C(C=C2)N2C[C@@H](NCC2)C 2-(3-chloro-5-fluorophenyl)-7-[(3S)-3-methylpiperazin-1-yl]-4H-pyrido[1,2-a]pyrimidin